CN(C)CC1=C(C(=CC(=C1)CN(C)C)CN(C)C)O 2,4,6-tris((dimethylamino)methyl)phenol